3-(4-chlorophenyl)-4-(thiophen-2-yl)-N-((4-(trifluoromethyl)phenyl)sulfonyl)-4,5-dihydro-1H-pyrazole-1-carboximidoyl chloride ClC1=CC=C(C=C1)C1=NN(CC1C=1SC=CC1)C(=NS(=O)(=O)C1=CC=C(C=C1)C(F)(F)F)Cl